3-[(S)-5-methyl-4-((S)-1,1,1-trifluoro-2-hydroxypropan-2-yl)-5,6-dihydropyrazolo[1',5':1,2]pyrido[3,4-d]pyridazin-9-yl]bicyclo[1.1.1]pentane-1-carboxamide C[C@@H]1CN2C(C=3C=NN=C(C31)[C@](C(F)(F)F)(C)O)=CC(=N2)C23CC(C2)(C3)C(=O)N